NC=1C=2N(C3=CC(=CC=C3N1)C(=O)N(C)[C@@H]1COC3=C1C=CC(=C3)N)C=NC2 (S)-4-amino-N-(6-amino-2,3-dihydrobenzofuran-3-yl)-N-meth-ylimidazo[1,5-a]quinoxaline-8-carboxamide